BrC1=CC=C(O1)CN1CCCCC1 N-((5-bromofuran-2-yl)methyl)piperidine